pyrido[4,3-d]pyrimidine-2,8-dione N=1C(N=CC=2C1C(C=NC2)=O)=O